N,N1-bis-(3-(3,5-di-tert-butyl-4-hydroxyphenyl)propionyl)hexanediamine C(C)(C)(C)C=1C=C(C=C(C1O)C(C)(C)C)CCC(=O)N(C(CCCCC)N)C(CCC1=CC(=C(C(=C1)C(C)(C)C)O)C(C)(C)C)=O